2-(tert-Butoxycarbonyl)-5-(allyloxy)-5-oxopentanoic acid C(C)(C)(C)OC(=O)C(C(=O)O)CCC(=O)OCC=C